S1(=O)(=O)ON(NCC)O1 Ethylaminoimino sulfate